C(CCCCCCCCCC)(=O)OCC(C)OC(CCCCCCCCCC)=O propylene glycol diundecanoate